fluoroundecanal FC(C=O)CCCCCCCCC